CC1(CC(CO1)N)C 5,5-dimethyloxolane-3-amine